bismuth-ruthenium oxygen (4-((diisopropylcarbamoyl)oxy)phenyl)dimethylsulfonium C(C)(C)N(C(=O)OC1=CC=C(C=C1)[S+](C)C)C(C)C.[O+2].[Ru+3].[Bi+3]